O1C2(C1)C1C3=CC=CC=C3C(=C2)C1 Spiro[1,4-methanonaphthalene-2(1H),2'-oxirane]